O1C(=CC2=C1C=CC=C2)C(=O)NC=2C=C(C=CC2)C2=CC=C(C=C2)C2=N[C@H](C=1N(C3=C2C(=C(S3)C)C)C(=NN1)C)CC(=O)OC methyl (S)-2-(4-(3'-(benzofuran-2-carboxamido)-[1,1'-biphenyl]-4-yl)-2,3,9-trimethyl-6H-thieno[3,2-f][1,2,4]triazolo[4,3-a][1,4]diazepin-6-yl)acetate